O(C1=CC=CC=C1)C1=CC=C(C=C1)NC=1C2=CN(C=3N=CN=C(N(N1)C1CCNCC1)C32)COCC[Si](C)(C)C N-(4-phenoxyphenyl)-5-(piperidin-4-yl)-1-((2-(trimethylsilyl)ethoxy)methyl)-1,5-dihydro-1,4,5,6,8-pentaaza-acenaphthylen-3-amine